C1(CC1)C=1C2=C(C(N(C1)C1=NC(=CC(=C1)C1=C(C=C(C=C1)F)N1N=CC=C1C)C1CC1)=O)NC(=C2)CNC2(CCC2)C 4-cyclopropyl-6-[6-cyclopropyl-4-[4-fluoro-2-(5-methylpyrazol-1-yl)phenyl]pyridin-2-yl]-2-[[(1-methylcyclobutyl)amino]methyl]-1H-pyrrolo[2,3-c]pyridin-7-one